C(CC)#N Propionitril